2-Chloro-5-{[(cyclopropylsulfonyl)amino]methyl}-N-[1-(5-methylpyridin-3-yl)-1H-indazol-4-yl]benzamide ClC1=C(C(=O)NC2=C3C=NN(C3=CC=C2)C=2C=NC=C(C2)C)C=C(C=C1)CNS(=O)(=O)C1CC1